4-(3-(3-fluoro-4-(5-(prop-2-yn-1-yl)hexahydropyrrolo[3,4-c]pyrrol-2(1H)-yl)phenyl)-2-methyl-3H-imidazo[4,5-b]pyridin-5-yl)pyridin-2-amine FC=1C=C(C=CC1N1CC2CN(CC2C1)CC#C)N1C(=NC=2C1=NC(=CC2)C2=CC(=NC=C2)N)C